4,4-dimethyl-2-(thiophen-2-yl)cyclohex-1-en-1-carbaldehyde CC1(CC(=C(CC1)C=O)C=1SC=CC1)C